2-(azetidin-1-yl)pyrimidin-5-ylboronic acid N1(CCC1)C1=NC=C(C=N1)B(O)O